(2S)-1-[2-[(3S)-3-[(8-methoxy-5-quinolinyl)amino]pyrrolidin-1-yl]acetyl]pyrrolidine-2-carbonitrile COC=1C=CC(=C2C=CC=NC12)N[C@@H]1CN(CC1)CC(=O)N1[C@@H](CCC1)C#N